N-[(2S,3S,4R)-3,4-dihydroxy-1-[(2S,3S)-2,3,4-trihydroxybutoxy]octadecan-2-yl]-11-[3-fluorobicyclo[1.1.1]pentan-1-yl]undecanamide O[C@@H]([C@H](COC[C@@H]([C@H](CO)O)O)NC(CCCCCCCCCCC12CC(C1)(C2)F)=O)[C@@H](CCCCCCCCCCCCCC)O